O=C1NC2(C(N1CCC(=O)NC1=CC=CC=C1)=O)CCN(CC2)C2=NC=CC=N2 3-(2,4-Dioxo-8-(pyrimidin-2-yl)-1,3,8-triazaspiro[4.5]decan-3-yl)-N-phenylpropanamide